CC1C2CNCC1CC2 8-methyl-3-azabicyclo[3.2.1]octan